FC(C=1[N-]C(=C(N1)C#N)C#N)(F)F 2-trifluoromethyl-4,5-dicyanoimidazolide